The molecule is an N-{4-[2-ethyl-1-(1H-1,2,4-triazol-1-yl)butyl]phenyl}-1,3-benzothiazol-2-amine that is the (S)-enantiomer of talarozole. The racemate is used for the treatment of keratinization disorders, psoriasis and acne. It is an enantiomer of a (R)-talarozole. CCC(CC)[C@@H](C1=CC=C(C=C1)NC2=NC3=CC=CC=C3S2)N4C=NC=N4